C1C=CCC2C(C3CC=CCC3C(C12)=O)=O 1,4,4a,5,8,8a,9a,10a-octahydroanthracene-9,10-dione